OCC=1OC(=CN1)C 2-(hydroxymethyl)-5-methyl-1,3-oxazole